Cholestane-3b,5a,6b-triol CC(C)CCC[C@@H](C)[C@H]1CC[C@H]2[C@@H]3C[C@H]([C@]4(C[C@H](CC[C@]4(C)[C@H]3CC[C@]12C)O)O)O